4-{8-Amino-3-[(3R,6aR,11aR)-6-oxooctahydro-1H,6H-pyrrolo[1',2':4,5]pyrazino[2,1-c][1,4]-oxazin-3-yl]imidazo[1,5-a]pyrazin-1-yl}-3-ethoxy-N-[4-(trifluoromethyl)pyridin-2-yl]benzamid NC=1C=2N(C=CN1)C(=NC2C2=C(C=C(C(=O)NC1=NC=CC(=C1)C(F)(F)F)C=C2)OCC)[C@H]2CN1[C@@H](CO2)CN2[C@@H](C1=O)CCC2